CN([C@@H]1[C@H](CC[C@@H](C1)C1=C(C(=CC=C1)C(F)(F)F)C)OC1=CC=C(C(=N1)C)S(=O)(=O)NC1=NC=NC=C1)C 6-(((1S,2S,4S)-2-(dimethyl-amino)-4-(2-methyl-3-(trifluoromethyl)phenyl)-cyclohexyl)oxy)-2-methyl-N-(pyrimidin-4-yl)pyridine-3-sulfonamide